ClC=1C=C(C2=C(C=C(O2)CN2C(C3=CN=CC=C3C=C2)=O)C1)C(=O)OCC(F)(F)F 2,2,2-Trifluoroethyl 5-chloro-2-((1-oxo-2,7-naphthyridin-2(1H)-yl)methyl)benzofuran-7-carboxylate